(R)-2-(2-((1-(5,6-diphenylpyrazin-2-yl)pyrrolidin-2-yl)methoxy)2-methylpropyloxy)acetic acid C1(=CC=CC=C1)C=1N=CC(=NC1C1=CC=CC=C1)N1[C@H](CCC1)COC(COCC(=O)O)(C)C